5-[[(1S)-1-(Hydroxymethyl)-2-octadecoxy-ethoxy]methyl]-2-methoxy-benzonitrile OC[C@@H](COCCCCCCCCCCCCCCCCCC)OCC=1C=CC(=C(C#N)C1)OC